(Octahydro-4,7-methano-1H-indenyl)methyl acrylat C(C=C)(=O)OCC1CCC2C3CCC(C12)C3